C(C)(=O)OCCCP(=O)(OC)OC1=C(C(=CC(=C1)CCCCC)OP(=O)(OC)CCCOC(C)=O)C1CCCC(=C1)C 3-(((6-(((3-acetoxypropyl)(methoxy)phosphoryl)oxy)-5'-methyl-4-pentyl-1',2',3',4'-tetrahydro-[1,1'-biphenyl]-2-yl)oxy)(methoxy)phosphoryl)propyl acetate